CN1C(C2(OC(C3=CC=CC=C3C2)=O)C2=CC=CC(=C12)C)=O 1,7-dimethyl-spiro[indoline-3,3'-isochromane]-1',2-dione